(fluorenylidene)acetate C1(C=CC=C2C3=CC=CC=C3C=C12)=CC(=O)[O-]